(1-((7-chloro-8-fluoro-2-(methylsulfanyl)-4-oxo-3,4-dihydropyrido[4,3-d]pyrimidin-5-yl)oxy)ethyl)-2-methylpiperazine-1-carboxylic acid tert-butyl ester C(C)(C)(C)OC(=O)N1C(CNCC1)(C)C(C)OC1=NC(=C(C=2N=C(NC(C21)=O)SC)F)Cl